CP(OC)(OC1=C(C(=CC(=C1)CCCCC)OP(OC)(=O)C)C1C(CCC(=C1)C)C(=C)C)=O dimethyl (5'-methyl-4-pentyl-2'-(prop-1-en-2-yl)-1',2',3',4'-tetrahydro-[1,1'-biphenyl]-2,6-diyl) bis(methylphosphonate)